COC1=CC=C(C=C1)C1=C(C=CC=C1)P(C1=CC=CC=C1)C1=CC=CC=C1 4-Methoxyphenyl-triphenylphosphine